BrC=1C=NC=C(C1C(C=C(C)C1=C(C(=C(C#N)C=C1Cl)N)Cl)=O)F 4-(3-Bromo-5-fluoropyridin-4-yl)-4-oxobut-2-en-2-yl(amino)-3,5-dichlorobenzonitrile